diallyl-dimethyl-ammonium chlorid [Cl-].C(C=C)[N+](C)(C)CC=C